S1CCC2=C1C=CC=C2 dihydrobenzo-thiophene